C(C1=CC=CC=C1)OC(NCC1=CC(=CC=C1)C1CCN(CC1)C(C1=CC(=CC=C1)NC(C=C1CCC1)=O)=O)=O.O water benzyl-3-(1-(3-(2-cyclobutylideneacetamido)benzoyl)piperidin-4-yl)benzylcarbamate